BrC=1C(N(C(=CC1OCC1=C(C=C(C=C1)F)F)C)CC1=CC=C(CNC(=O)N2CCCCC2)C=C1)=O N-(4-{[3-bromo-4-[(2,4-difluorobenzyl)oxy]-6-methyl-2-oxopyridin-1(2H)-yl]methyl}benzyl)piperidine-1-carboxamide